C(C)OC=1C=C(C(=O)N[C@@H](CCS)C(=O)O)C=C(C1)OCC N-(3,5-diethoxy-benzoyl)homocysteine